2-(2-chlorophenyl)-N-[4-(oxetan-2-ylmethoxy)-3-sulfamoylphenyl]acetamide ethyl-5-bromo-1,3,4-thiadiazole-2-carboxylate (ethyl-5-bromo-1,3,4-thiadiazole-2-carboxylate) C(C)S1C(=NN=C1Br)C(=O)O.C(C)OC(=O)C=1SC(=NN1)Br.ClC1=C(C=CC=C1)CC(=O)NC1=CC(=C(C=C1)OCC1OCC1)S(N)(=O)=O